FC1=CC2=[N+](C(=C([N+](=C2C=C1F)[O-])C#N)C1=CC=NC=C1)[O-] 6,7-difluoro-3-(pyridine-4-yl)quinoxaline-2-carbonitrile 1,4-dioxide